NC([C@H](CCC(=O)OC(C)(C)C)N1C(C2=CC=C(C=C2C1)C(NC(C1=NC=CC=C1C=1C=NN(C1)C)C1CCC1)=O)=O)=O tert-butyl (4S)-5-amino-4-(5-((cyclobutyl(3-(1-methyl-1H-pyrazol-4-yl) pyridin-2-yl) methyl) carbamoyl)-1-oxoisoindolin-2-yl)-5-oxopentanoate